5-[(2S,6R)-2-(1-cyclopropylpyrazol-4-yl)-6-methyl-morpholin-4-yl]-N,N-dimethyl-7-(2,4,6-trifluorophenyl)thiazolo[4,5-d]pyrimidin-2-amine C1(CC1)N1N=CC(=C1)[C@H]1CN(C[C@H](O1)C)C=1N=C(C2=C(N1)N=C(S2)N(C)C)C2=C(C=C(C=C2F)F)F